CN[C@H]1C[C@H]([C@@H]([C@H]([C@@H]1O)O[C@H]2[C@@H]3[C@H]([C@H]([C@H](O2)CO)O)O[C@@]4(O3)[C@@H]([C@H]([C@H]([C@H](O4)C(COP(=O)(O)O)N)O)O)O)O)N The molecule is an aminoglycoside phosphate, an ortho ester and a hygromycin. It is a conjugate base of a 7''-O-phosphohygromycin B(1+).